(E)-N'-(5-bromo-3-(4-(trifluoromethyl)phenyl)pyrazin-2-yl)-N-hydroxyformimidamide BrC=1N=C(C(=NC1)/N=C/NO)C1=CC=C(C=C1)C(F)(F)F